FC(C=1C=C(C(=C(C#N)C1)C)OC1=C(N=CN(C1=O)CC1=CC=C(C=C1)OC)C(C(F)F)(F)F)F 5-(difluoromethyl)-3-((1-(4-methoxybenzyl)-6-oxo-4-(1,1,2,2-tetrafluoroethyl)-1,6-dihydropyrimidin-5-yl)oxy)-2-methylbenzonitrile